(S)-3-bromo-2-(4-fluoro-3,5-dimethylphenyl)-4-methyl-4,5,6,7-tetrahydro-2H-pyrazolo[4,3-c]pyridine hydrochloride Cl.BrC=1N(N=C2C1[C@@H](NCC2)C)C2=CC(=C(C(=C2)C)F)C